BrC=1C=C(C=CC1)NN 3-bromophenylhydrazine